COC[C@H]1CN2C(O1)=C(C=N2)[S@](=O)(N)=NC(NC2=C1C(=CC=3CCCC23)C[C@@H]1C)=O (S,2R)-2-(methoxymethyl)-N'-(((S)-2-methyl-2,4,5,6-tetrahydro-1H-cyclobuta[f]inden-3-yl)carbamoyl)-2,3-dihydropyrazolo[5,1-b]oxazole-7-sulfonimidamide